6-(3-(methylsulfonyl)phenyl)-3,4-dihydroisoquinoline CS(=O)(=O)C=1C=C(C=CC1)C=1C=C2CCN=CC2=CC1